tert-butyl ((S)-1-(4-(4-((2-((S)-2-cyano-4,4-difluoropyrrolidin-1-yl)-2-oxoethyl)carbamoyl)quinolin-6-yl)phenoxy)-3-(naphthalen-2-yl)propan-2-yl)carbamate C(#N)[C@H]1N(CC(C1)(F)F)C(CNC(=O)C1=CC=NC2=CC=C(C=C12)C1=CC=C(OC[C@H](CC2=CC3=CC=CC=C3C=C2)NC(OC(C)(C)C)=O)C=C1)=O